2-(3-(6-methyl-oxo-1,4-dihydropyrimidin-2-yl)ureido)hexamethylene isocyanate CC1=CC(N=C(N1)NC(NC(CN=C=O)CCCCN=C=O)=O)=O